(4-phenylaminocarbonylphenyl)boronic acid C1(=CC=CC=C1)NC(=O)C1=CC=C(C=C1)B(O)O